4-butyl-3-(4-fluorophenyl)-N-(2-methoxybenzyl)-5-methyl-1-phenyl-4,5-dihydro-1H-pyrazole-5-carboxamide C(CCC)C1C(=NN(C1(C(=O)NCC1=C(C=CC=C1)OC)C)C1=CC=CC=C1)C1=CC=C(C=C1)F